3-(2-(N,N-dimethylsulfamoyl)-3,4,5,6-tetrafluorophenoxy)azetidine-1-carboxylate CN(S(=O)(=O)C1=C(OC2CN(C2)C(=O)[O-])C(=C(C(=C1F)F)F)F)C